O1CCC(CC1)CNC=1NC(CN1)=O 2-(tetrahydropyran-4-ylmethylamino)-1,4-dihydroimidazol-5-one